1-(2-{6-[4-(2-Cyclopropyl-1H-imidazol-4-yl)-phenyl]-pyrimidin-4-ylamino}ethyl)-7-fluoro-4-methoxy-1H-indol-2-carbonitril C1(CC1)C=1NC=C(N1)C1=CC=C(C=C1)C1=CC(=NC=N1)NCCN1C(=CC2=C(C=CC(=C12)F)OC)C#N